BrC=1C(=C(C=CC1F)O)CCCI 3-bromo-4-fluoro-2-(3-iodopropyl)phenol